(S)-N-((5-chloro-6-((3-methylisoxazol-5-yl)methoxy)-1H-indol-2-yl)methyl)azetidine-2-carboxamide ClC=1C=C2C=C(NC2=CC1OCC1=CC(=NO1)C)CNC(=O)[C@H]1NCC1